(S)-4-(1-(2,4-dimethyl-5-(5-(tetrahydrofuran-2-yl)-4H-1,2,4-triazol-3-yl)benzoyl)piperidin-4-yl)benzonitrile CC1=C(C(=O)N2CCC(CC2)C2=CC=C(C#N)C=C2)C=C(C(=C1)C)C1=NN=C(N1)[C@H]1OCCC1